2,4-divinylphenyl methyl ether COC1=C(C=C(C=C1)C=C)C=C